1-(3,4,5,6-tetrahydro-2H-pyran-4-ylmethyl)thiophene O1CCC(CC1)CS1C=CC=C1